5-{4-[4-(3,5-dimethylpyridin-2-yl)piperazine-1-carbonyl]phenyl}-5-isopropyl-3-(4-methoxybenzyl)imidazolidine-2,4-dione CC=1C(=NC=C(C1)C)N1CCN(CC1)C(=O)C1=CC=C(C=C1)C1(C(N(C(N1)=O)CC1=CC=C(C=C1)OC)=O)C(C)C